17-hydroxy-4,7,10,13,15,19-docosahexaenoic acid OC(C=CC=CCC=CCC=CCC=CCCC(=O)O)CC=CCC